dihydroxyl-ammonia ONO